1-((1s,3r)-3-(difluoromethyl)cyclobutyl)-3-((S)-1-(3-(trifluoromethoxy)phenyl)ethyl)urea FC(C1CC(C1)NC(=O)N[C@@H](C)C1=CC(=CC=C1)OC(F)(F)F)F